NC=1C=C(C(=NC1)C)NC(=O)C=1C=C2C(=NC1)N(C(=C2)C=2C=NN(C2)C)COCC[Si](C)(C)C N-(5-amino-2-methylpyridin-3-yl)-2-(1-methyl-1H-pyrazol-4-yl)-1-((2-(trimethylsilyl)ethoxy)methyl)-1H-pyrrolo[2,3-b]pyridine-5-carboxamide